(s)-6-methoxy-N-(piperidin-3-yl)-2-(pyrrolidin-1-yl)-7-(3-(pyrrolidin-1-yl)propoxy)quinazolin-4-amine COC=1C=C2C(=NC(=NC2=CC1OCCCN1CCCC1)N1CCCC1)N[C@@H]1CNCCC1